2-bromo-1-(pyridin-3-yl)ethan-1-one hydrobromide Br.BrCC(=O)C=1C=NC=CC1